tert-butyl 6-(chlorosulfonyl)-1H-indazole-1-carboxylate ClS(=O)(=O)C1=CC=C2C=NN(C2=C1)C(=O)OC(C)(C)C